OC(C)(C)C=1C(=CC2=CNN=C2C1)NC(C1=NC(=CC=C1)C(F)(F)F)=O N-(6-(2-hydroxypropan-2-yl)-2H-indazol-5-yl)-6-(trifluoromethyl)picolinamide